O1C2=C(OCC1)C=C(C=C2)C=2C(=C(C=CC2)C2=CC=1N(C=C2)C(=NN1)C1=CC=C(CN2[C@@H](CCC2)C(=O)O)C=C1)C (4-(7-(3-(2,3-dihydrobenzo[b][1,4]dioxin-6-yl)-2-methylphenyl)-[1,2,4]triazolo[4,3-a]pyridin-3-yl)benzyl)-L-proline